CNC(NC#N)=N 3-methyl-N1-cyanoguanidine